2-HYDROXY-3-(TRIFLUOROMETHYL)PHENYLBORONIC ACID OC1=C(C=CC=C1C(F)(F)F)B(O)O